4-(4'-Methylphenylsulfonyloxy)phenylsulfonic acid CC1=CC=C(C=C1)S(=O)(=O)OC1=CC=C(C=C1)S(=O)(=O)O